(S)-3-(3-bromo-4-carbamoyl-5-(methylamino)-1H-pyrazol-1-yl)pyrrolidine-1-carboxylic acid tert-butyl ester C(C)(C)(C)OC(=O)N1C[C@H](CC1)N1N=C(C(=C1NC)C(N)=O)Br